Cl.N(N)C1=NN=CN1N 3-hydrazino-4-amino-1,2,4-triazole hydrochloride